2-((5-(1-(4-(chloromethyl)benzyl)piperidin-4-yl)pyridin-2-yl)amino)-7-cyclopentyl-N,N-dimethyl-7H-pyrrolo[2,3-d]pyrimidine-6-carboxamide ClCC1=CC=C(CN2CCC(CC2)C=2C=CC(=NC2)NC=2N=CC3=C(N2)N(C(=C3)C(=O)N(C)C)C3CCCC3)C=C1